IC1=CC(=C(C(=O)NNC(=O)C2=NC(=NC(=C2)C)OCCC(F)(F)F)C=C1)N1CCC2(CC2)CC1 N'-(4-Iodo-2-(6-azaspiro[2.5]octan-6-yl)benzoyl)-6-methyl-2-(3,3,3-trifluoropropoxy)pyrimidine-4-carbohydrazide